C1(CC1)NC1=NC(=NC(=N1)NC(C)(C)C)SC N-cyclopropyl-N'-(1,1-dimethylethyl)-6-methylthio-1,3,5-triazine-2,4-diamine